C(C)(C)(C)OCCN1C(=NC2=C1C=C(C=C2)C(=O)O)CC2=C(C=C(C(=C2)F)C2=NC(=CC=C2)OCC2=C(C=C(C=C2)C#N)F)F 1-(2-(Tert-butoxy)ethyl)-2-(4-(6-((4-cyano-2-fluorobenzyl)oxy)pyridin-2-yl)-2,5-difluorobenzyl)-1H-benzo[d]imidazole-6-carboxylic acid